COC(=O)C=1OC(=CC1)CCC(=O)OC 5-(3-methoxy-3-oxopropyl)furan-2-carboxylic acid methyl ester